C1(CC1)C(C(F)(F)F)NC(=O)C=1C=NN2C1N=C(C=C2C)N2C(O[C@@H](C2)C2=CC=CC=C2)=O N-(1-cyclopropyl-2,2,2-trifluoroethyl)-7-methyl-5-((R)-2-oxo-5-phenyloxazolidin-3-yl)pyrazolo[1,5-a]Pyrimidine-3-carboxamide